C(C)O[C@H](C=1C=C(C=C(C1)NC1=CC2=C(N=C(S2)C)C=C1)[C@H](CC(=O)O)CC)C1=CC=C(C=C1)F (S)-3-(3-((S)-ethoxy(4-fluorophenyl)methyl)-5-((2-methylbenzo[d]thiazol-6-yl)amino)phenyl)pentanoic acid